1-((3-(benzyloxy)-1-fluorocyclobutyl)methyl)-4-(2-fluoro-4-nitrophenyl)piperazine C(C1=CC=CC=C1)OC1CC(C1)(F)CN1CCN(CC1)C1=C(C=C(C=C1)[N+](=O)[O-])F